FC1=C(C(=CC=C1)F)C1=CC(=C(N=N1)C(=O)OC)NC=1C=C2CCN(C2=CC1)C(=O)O.C(C)C1N(C(C(=C1)O)=O)C[C@@H]1OCCC1 ethyl-4-hydroxy-5-oxo-1-[(2R)-tetrahydrofuran-2-ylmethyl]-2,5-dihydro-1H-pyrrole 5-((6-(2,6-Difluorophenyl)-3-(methoxycarbonyl)pyridazin-4-yl)amino)indoline-1-carboxylate